S(=O)(=O)(O)O.NC1=C(C=NN1)C(=O)N.NC1=C(C=NN1)C(=O)N 5-amino-1H-pyrazole-4-carboxamide hemisulfate